5-{[(2S,5R)-2,5-dimethyl-4-(tetrahydro-2H-pyran-4-yl)piperazin-1-yl]carbonyl}-N-(2-ethoxy-5-fluoropyrimidin-4-yl)-6,6-dimethyl-1,4,5,6-tetrahydropyrrolo[3,4-c]pyrazol-3-amine C[C@@H]1N(C[C@H](N(C1)C1CCOCC1)C)C(=O)N1C(C=2NN=C(C2C1)NC1=NC(=NC=C1F)OCC)(C)C